C1(CCC1)[C@@H]1OCC2=CC(=CC=C2[C@@H]1C1=CC=C(C=C1)N1CCC(CC1)C(OC)OC)O (3S,4S)-3-cyclobutyl-4-(4-(4-(dimethoxymethyl)piperidin-1-yl)phenyl)isochroman-7-ol